CN1N=CC=C1[C@@H]1CCC=2C(=C(C(=NC2C1)N1CC2(CN(C2)C(C=C)=O)CC1)C#N)C1=C(N=CS1)C (7R)-7-(1-methyl-1H-pyrazol-5-yl)-4-(4-methyl-1,3-thiazol-5-yl)-2-(2-(2-propenoyl)-2,6-diazaspiro[3.4]octan-6-yl)-5,6,7,8-tetrahydro-3-quinolinecarbonitrile